tert-butyl (R)-2-(2,3,9-trimethyl-4-(4-(prop-1-yn-1-yl)phenyl)-6H-thieno[3,2-f][1,2,4]triazolo[4,3-a][1,4]diazepin-6-yl)acetate CC1=C(C=2C(=N[C@@H](C=3N(C2S1)C(=NN3)C)CC(=O)OC(C)(C)C)C3=CC=C(C=C3)C#CC)C